4-((3-Hydroxycyclobutyl)amino)-2-(((S)-2,3,4,5-tetrahydro-3-hydroxybenzo[b][1,4]oxazepin-7-yl)amino)pyrimidine-5-carboxamide OC1CC(C1)NC1=NC(=NC=C1C(=O)N)NC1=CC2=C(OC[C@H](CN2)O)C=C1